1-methoxy-2-(3-(trifluoromethyl)phenyl)propan-2-amine hydrochloride Cl.COCC(C)(N)C1=CC(=CC=C1)C(F)(F)F